CC1CCCC2(O1)CCCO2 (E)-7-Methyl-1,6-dioxaspiro[4.5]decane